2,3-dihydro-pyrazolo[1,5-a]imidazole-2-carboxylic acid N1C=2N(CC1C(=O)O)N=CC2